FC(C(=O)O)(F)F.C(C)(=O)OC1CNCCC1 piperidin-3-yl acetate trifluoroacetate